F[C@@H]1CNCC[C@@H]1OC1=CN=C(N=N1)C1=C(C=C(C=C1)N1C=NC=C1)O 2-(6-(((3R,4S)-3-fluoropiperidin-4-yl)oxy)-1,2,4-triazin-3-yl)-5-(1H-imidazol-1-yl)phenol